C(C1=CC=CC=C1)N1N=CC(=C1)C1CNCC(N1)(C)C 6-(1-benzyl-1H-pyrazol-4-yl)-2,2-dimethylpiperazine